CC1(CC(=CC(=C1)C)C)CCCCO 1,3,5-trimethylbenzenebutanol